NC1=C(OC[C@@H](C(=O)O)NC(=O)OC(C)(C)C)C=C(C=C1F)F (S)-3-(2-amino-3,5-difluorophenoxy)-2-((tert-butoxycarbonyl)amino)propanoic acid